phthalic acid, isobutyl 3-methylbut-2-en-1-yl ester C(C=1C(C(=O)OCC=C(C)C)=CC=CC1)(=O)OCC(C)C